(S)-(6-(2-ethylphenyl)-3-(3-(3-methylpyridin-2-yloxy)pyrrolidin-1-yl)pyridin-2-yl)methanol C(C)C1=C(C=CC=C1)C1=CC=C(C(=N1)CO)N1C[C@H](CC1)OC1=NC=CC=C1C